vanadium potassium uranium [U].[K].[V]